FC(OCC1CC(C1)N1N=C(C2=C1CC([C@H]2O)(F)F)C(F)(F)F)F (4S)-1-[3-(difluoromethoxymethyl)cyclobutyl]-5,5-difluoro-3-(trifluoromethyl)-4,6-dihydro-cyclopenta[c]pyrazol-4-ol